ClC1=CC=C(C=C1)C1=NC(=C(C(=N1)OC1=CC=C(C(=O)OCC)C=C1)\C=C\C)C(F)(F)F (E)-ethyl 4-(2-(4-chlorophenyl)-5-(prop-1-enyl)-6-(trifluoromethyl)pyrimidin-4-yloxy)benzoate